CC=1C=C2C(NC(=NC2=CC1)C1=CC=CC=C1)=O 6-methyl-2-phenylquinazolin-4(3H)-one